BrC([C@@H]1[C@H](C[C@@H](O1)N1C(=O)N=C(N)C=C1)O)O 5'-Bromodeoxycytidin